1-Cyclopropyl-6-fluoro-7-(3-((6-(4-((R)-1-hydroxy-2-(N-methylacetamido)ethyl)phenoxy)pyrimidin-4-yl)(methyl)amino)piperidin-1-yl)-8-methoxy-4-oxo-1,4-dihydroquinoline-3-carboxylic acid C1(CC1)N1C=C(C(C2=CC(=C(C(=C12)OC)N1CC(CCC1)N(C)C1=NC=NC(=C1)OC1=CC=C(C=C1)[C@H](CN(C(C)=O)C)O)F)=O)C(=O)O